C1(CCC1)OC([C@@H](NC(=O)OC(C)(C)C)C)=O (tert-butoxycarbonyl)-L-alanine cyclobutyl ester